N-[(6-Amino-2-pyridyl)sulfonyl]-6-(2,3-dihydrofuran-4-yl)-2-[(4S)-2,2,4-trimethylpyrrolidin-1-yl]pyridin-3-carboxamid NC1=CC=CC(=N1)S(=O)(=O)NC(=O)C=1C(=NC(=CC1)C=1CCOC1)N1C(C[C@@H](C1)C)(C)C